2-(3,5-dimethoxyphenyl)-N-methylimidazo[1,2-a]pyridin-7-amine COC=1C=C(C=C(C1)OC)C=1N=C2N(C=CC(=C2)NC)C1